COC1=C(C=CC(=N1)C1=CC=C(N=N1)NC1C[C@H]2CC[C@@H](C1)N2)N2N=CC=C2 (1R,3s,5S)-N-(6-(6-methoxy-5-(1H-pyrazol-1-yl)pyridin-2-yl)pyridazin-3-yl)-8-azabicyclo[3.2.1]octan-3-amine